7-(2-methyl-2-(methylamino)-2,3-dihydro-1H-inden-5-yl)thieno[3,4-d]Pyrimidin CC1(CC2=CC=C(C=C2C1)C=1SC=C2C1N=CN=C2)NC